OC=1N=C(N=NC1CN1C(C2=CC=CC=C2C1=O)=O)S 2-[(5-hydroxy-3-sulfanyl-1,2,4-triazin-6-yl)methyl]isoindoline-1,3-dione